dichlorodibutyl-tin Cl[Sn](CCCC)(CCCC)Cl